1-phenyl-1,3-dihydro-2H-cyclopenta[b]Benzofuran-2,2-dicarboxylic acid diethyl ester C(C)OC(=O)C1(C(C2=C(OC3=C2C=CC=C3)C1)C1=CC=CC=C1)C(=O)OCC